FC1=C(C=CC(=O)O)C=CC=C1 2-fluorocinnamic acid